diethylene glycol mono-(tert-butyldimethylsilyl) ether [Si](C)(C)(C(C)(C)C)OCCOCCO